spiro[cyclobutane-1,1'-pyrrolo[2,3-c]quinolin]-2'(3'H)-one C12(C(NC=3C=NC=4C=CC=CC4C31)=O)CCC2